C12(CC(C1)C2)NC(=O)C=2C(=CC(=NC2)C#N)N2C[C@@](CC2)(C)NC(OC(C)(C)C)=O tert-butyl (S)-(1-(5-(bicyclo[1.1.1]pentan-1-ylcarbamoyl)-2-cyanopyridin-4-yl)-3-methylpyrrolidin-3-yl)carbamate